C(C)(C)C=1C(=NNC1C=1C=C(C=2N(C1)N=CN2)C)C(=O)NC2CCC(CC2)NC2COC2 4-isopropyl-5-(8-methyl-[1,2,4]triazolo[1,5-a]pyridin-6-yl)-N-((1s,4s)-4-(oxetan-3-ylamino)cyclohexyl)-1H-pyrazole-3-carboxamide